ClC=1C=C(C=CC1)C#C\C=C/1\C(N(CC1)C(=O)OC)(C)C Methyl (3E)-3-[3-(3-chlorophenyl)prop-2-yn-1-ylidene]-2,2-dimethylpyrrolidine-1-carboxylate